NC1=NC(=NC(=N1)C=1C=CC=2N(C1)C(=NC2)C)N[C@H](CO)C2=C(C=CC=C2)F (S)-2-((4-amino-6-(3-methylimidazo[1,5-a]pyridin-6-yl)-1,3,5-triazin-2-yl)amino)-2-(2-fluorophenyl)ethan-1-ol